N[C@@](C(=O)O)(CC)CC1=CC=C(C=C1)B(O)O (S)-2-amino-2-(4-dihydroxyborylbenzyl)butanoic acid